N-(4-(4-amino-3-(4-((5-chloro-4-methylpyrimidin-2-yl)oxy)-3-fluorophenyl)-7-cyano-1-methyl-1H-pyrrolo[3,2-c]pyridin-2-yl)-3-chlorophenyl)-2-fluoroacrylamide NC1=NC=C(C2=C1C(=C(N2C)C2=C(C=C(C=C2)NC(C(=C)F)=O)Cl)C2=CC(=C(C=C2)OC2=NC=C(C(=N2)C)Cl)F)C#N